1-(4-(((tetrahydro-2H-pyran-2-yl)oxy)methyl)bicyclo[2.1.1]hexane-1-yl)ethan-1-one O1C(CCCC1)OCC12CCC(C1)(C2)C(C)=O